C(C(C)(C)C)(=O)OCCCCCCCCCCCCCCCCCCCC eicosanol pivalate